Ammonium corriN C12CCC(=N1)C=C1CCC(=N1)C=C1CCC(=N1)C=C1CCC2N1.[NH4+]